ethyl 2-[4-ethyl-2-(methylamino)-7-oxo-thieno[2,3-d]pyridazin-6-yl]acetate C(C)C=1C2=C(C(N(N1)CC(=O)OCC)=O)SC(=C2)NC